C1(CCCC1)C1=CC(=C2C=NC(=NN21)N[C@@H]2CC[C@@H](CC2)S(=O)(=O)C)F 7-cyclopentyl-5-fluoro-N-(cis-4-(methylsulfonyl)cyclohexyl)pyrrolo[2,1-f][1,2,4]triazin-2-amine